1-ethylimidazole tosylate S(=O)(=O)(O)C1=CC=C(C)C=C1.C(C)N1C=NC=C1